FC1=C(C=C(C=C1)CN=C=O)C(F)(F)F (4-fluoro-3-trifluoromethylphenyl)methylisocyanate